COC=1C(=C(C(=CC1)C1=CC=CC=C1)C#N)OC dimethoxy-[1,1'-biphenyl]-2-carbonitrile